FC1=C(C=C(C=C1)NC(=O)C1OC(C(C1C1=C(C=C(C=C1)F)C)C)(C(F)(F)F)C)B(O)O (2-fluoro-5-(3-(4-fluoro-2-methylphenyl)-4,5-dimethyl-5-(trifluoromethyl)tetrahydrofuran-2-carboxamido)phenyl)boronic acid